CN1N=C(C(=C1)N1C(SC=C1)C=1C=NNC1)C(NC)=O N-[1-methyl-3-(methylcarbamoyl)-1H-pyrazol-4-yl]-2-(1H-pyrazol-4-yl)-1,3-thiazole